methyl 3-bromo-4-chloro-5-(2-oxo-3-(3,4,5-trifluorobenzyl)pyrrolidin-1-yl)-1H-pyrrole-2-carboxylate BrC1=C(NC(=C1Cl)N1C(C(CC1)CC1=CC(=C(C(=C1)F)F)F)=O)C(=O)OC